3,3'-((perfluorobutane-1,4-diyl)bis(4,1-phenylene))bis(3-(trifluoromethyl)diazepane) FC(C(C(C(C1=CC=C(C=C1)C1(NNCCCC1)C(F)(F)F)(F)F)(F)F)(F)F)(C1=CC=C(C=C1)C1(NNCCCC1)C(F)(F)F)F